(2S)-2-[(5-{[(2,4-diamino-6-oxo-1,6-dihydropyrimidin-5-yl)carbamoyl]amino}pyridin-2-yl)formamido]hexanedioic acid NC=1NC(C(=C(N1)N)NC(=O)NC=1C=CC(=NC1)C(=O)N[C@H](C(=O)O)CCCC(=O)O)=O